tert-Butyl 2-(3-ethoxy-2,2-dimethyl-3-oxopropyl)-3-iminohexahydroimidazo[1,5-a]pyrazine-7(1H)-carboxylate hydrobromide Br.C(C)OC(C(CN1C(N2C(CN(CC2)C(=O)OC(C)(C)C)C1)=N)(C)C)=O